4-[1-(4-methylphenyl)propyl]resorcinol CC1=CC=C(C=C1)C(CC)C1=C(C=C(O)C=C1)O